5-chloro-11-cyclobutyl-4-fluoro-2-(((2R,7aS)-2-fluorotetrahydro-1H-pyrrolizin-7a(5H)-yl)methoxy)-8,9,10,11-tetrahydro-7-oxa-1,3,6,11-tetraazacycloocta[de]naphthalene ClC1=C(C=2N=C(N=C3C2C(=N1)OCCCN3C3CCC3)OC[C@]31CCCN1C[C@@H](C3)F)F